The molecule is a 6-oxo monocarboxylic acid anion that is the conjugate base of 3-isopropenyl-6-oxoheptanoic acid; major species at pH 7.3. It derives from a heptanoate. It is a conjugate base of a 3-isopropenyl-6-oxoheptanoic acid. CC(=C)C(CCC(=O)C)CC(=O)[O-]